2,3,8,8-tetramethyl-1,2,3,4,5,6,7,8-octahydro-2-naphthylmethylketone CC1(CC=2C(CCCC2CC1C)(C)C)CC(=O)CC1(CC=2C(CCCC2CC1C)(C)C)C